(R)-N-ethyl-5-fluoro-N-isopropyl-2-(1-(6-((2-methoxyethyl)(methyl)amino)-2-methylhexane-3-yl)-4'-methyl-7',8'-dihydrospiro[azetidine-3,6'-pyrido[3,4-b]indole]-9'(5'H)-yl)benzamide C(C)N(C(C1=C(C=CC(=C1)F)N1C2=C(C=3CC4(CCC13)CN(C4)[C@@H](C(C)C)CCCN(C)CCOC)C(=CN=C2)C)=O)C(C)C